[13C]([13CH2][13CH2][13CH3])(=O)[O-] [13C4]butyrate